N-(4-chloro-2-trifluoroacetyl-phenyl)phthalimide ClC1=CC(=C(C=C1)N1C(C=2C(C1=O)=CC=CC2)=O)C(C(F)(F)F)=O